CN1CCC(CC1)NC(=O)C1=NC(=NC=C1)C1=CC2=C(C=CC=C2C=C1)NC(C(=C)C)=O N-(1-methylpiperidin-4-yl)-2-[8-(2-methylprop-2-enamido)naphthalen-2-yl]pyrimidine-4-carboxamide